Copper gluconate copper glycinate NCC(=O)[O-].[Cu+2].O=C([C@H](O)[C@@H](O)[C@H](O)[C@H](O)CO)[O-].[Cu+2]